C1(=CC=CC=C1)C1=NC(=CC(=C1)C1=C(C(=C(C(=C1F)F)F)F)F)C1=CC=CC=C1 2,6-diphenyl-4-(2,3,4,5,6-pentafluorophenyl)pyridine